(S)-methyl-4-bromo-3-(((1-(3-ethoxy-4-methoxyphenyl)-2-(methylsulfonyl)ethyl)amino)-methyl)thiophene-2-carboxylate COC(=O)C=1SC=C(C1CN[C@H](CS(=O)(=O)C)C1=CC(=C(C=C1)OC)OCC)Br